CC(CC(=O)CC(C)C)C 2-methylpropyl ketone